9-([1,1'-biphenyl]-4-yl)-9-azido-9H-fluorene C1(=CC=C(C=C1)C1(C2=CC=CC=C2C=2C=CC=CC12)N=[N+]=[N-])C1=CC=CC=C1